COC(=O)C1=CC(=C2C3(C(NC2=C1)=O)CCCCC3)Br 4'-bromo-2'-oxospiro[cyclohexane-1,3'-indoline]-6'-carboxylic acid methyl ester